(S)-6-amino-2-chloro-5-(5-chloro-1H-indazol-4-yl)-3-methyl-4-oxo-4,5-dihydrothieno[3,2-c]pyridine-7-carboxamide NC1=C(C2=C(C(N1C1=C3C=NNC3=CC=C1Cl)=O)C(=C(S2)Cl)C)C(=O)N